N-(4-(5-(difluoromethyl)-1,3,4-oxadiazol-2-yl)benzyl)-N-(1-isopropyl-1H-indazol-6-yl)methanesulfonamide FC(C1=NN=C(O1)C1=CC=C(CN(S(=O)(=O)C)C2=CC=C3C=NN(C3=C2)C(C)C)C=C1)F